ethyl 2-(5,6-dichloro-9-(1-(tetrahydro-2H-pyran-2-yl)-1H-pyrazol-4-yl)-2,3-dihydro-1H-pyrrolo[1,2-a]indol-1-yl)acetate ClC1=C(C=CC=2C(=C3N(C12)CCC3CC(=O)OCC)C=3C=NN(C3)C3OCCCC3)Cl